O=C1C=C(N=C2N1CCCC2)C(=O)N 4-oxo-4H,6H,7H,8H,9H-pyrido[1,2-a]pyrimidine-2-carboxamide